C1N(CCC2=CC=NC=C12)CC(=O)NC=1C=C(C(=NC1)C)NC(=O)C1=NN=C2N1C=CC(=C2)C=2C=NN(C2)C N-(5-(2-(3,4-dihydro-2,7-naphthyridin-2(1H)-yl)acetamido)-2-methylpyridin-3-yl)-7-(1-methyl-1H-pyrazol-4-yl)-[1,2,4]triazolo[4,3-a]pyridine-3-carboxamide